1-Benzyl-8-methyl-1,4,8-triazaspiro-[4.5]decan-2-one C(C1=CC=CC=C1)N1C(CNC12CCN(CC2)C)=O